ClC1=NC=C(C(=C1)C1=C(C=NC(=C1)C)C(=O)NC=1SC2=C(N1)CN(C2)C(=O)C2CCC(CC2)(C(F)(F)F)O)OC 2'-chloro-N-(5-(4-hydroxy-4-(trifluoromethyl)cyclohexane-1-carbonyl)-5,6-dihydro-4H-pyrrolo[3,4-d]thiazol-2-yl)-5'-methoxy-6-methyl-[4,4'-bipyridine]-3-carboxamide